(3S,6R)-4-benzyl-6-hydroxy-3-isopentyl-1,4-diazepan-2-one C(C1=CC=CC=C1)N1[C@H](C(NC[C@H](C1)O)=O)CCC(C)C